tert-butyl (2R,3S,4S)-4-[(tert-butoxycarbonyl)oxy]-3-({2-[(4-methoxyphenyl)methoxy]-2-methylpropanoyl}oxy)-2-[(4-methoxyphenyl)methyl]pyrrolidine-1-carboxylate C(C)(C)(C)OC(=O)O[C@@H]1[C@H]([C@H](N(C1)C(=O)OC(C)(C)C)CC1=CC=C(C=C1)OC)OC(C(C)(C)OCC1=CC=C(C=C1)OC)=O